5-(1-(2-fluoroethyl)-1H-benzo[d][1,2,3]triazol-6-yl)-4-methoxy-N-(1-(oxetan-3-yl)piperidin-4-yl)pyrrolo[2,1-f][1,2,4]triazin-2-amine FCCN1N=NC2=C1C=C(C=C2)C=2C=CN1N=C(N=C(C12)OC)NC1CCN(CC1)C1COC1